N-[(1R,5S)-3-[[3-(Trifluoromethyl)phenyl]methyl]-3-azabicyclo[3.1.0]hexan-6-yl]prop-2-enamide FC(C=1C=C(C=CC1)CN1C[C@@H]2C([C@@H]2C1)NC(C=C)=O)(F)F